8-(1-bromoethyl)-3,6-dimethyl-2-(piperidin-1-yl)-4H-chromen-4-one BrC(C)C=1C=C(C=C2C(C(=C(OC12)N1CCCCC1)C)=O)C